Ethyl 2-methyl-4-(3-{[7-(1-methyl-1H-pyrazol-4-yl)isoquinolin-1-yl]amino}propanamido)-1H-imidazole-1-carboxylate CC=1N(C=C(N1)NC(CCNC1=NC=CC2=CC=C(C=C12)C=1C=NN(C1)C)=O)C(=O)OCC